C[C@@H]1N(CC1)C=1N=C(C2=C(N1)CCC2)C=2C=C(C(=O)N1[C@@H](CC1)C(=O)O)C=CC2 (S)-1-(3-(2-((S)-2-methylazetidin-1-yl)-6,7-dihydro-5H-cyclopenta[d]pyrimidin-4-yl)benzoyl)azetidine-2-carboxylic acid